tert-Butyl 7β-Hydroxy-3-oxo-5β-cholan-24-oate O[C@@H]1[C@H]2[C@@H]3CC[C@H]([C@@H](CCC(=O)OC(C)(C)C)C)[C@]3(CC[C@@H]2[C@]2(CCC(C[C@H]2C1)=O)C)C